(3S)-ethyl 3-(2-(5-(2-(dimethylamino)ethyl)-4-methyl-2-oxopyridin-1(2H)-yl)-5-methylhexanamido)-3-(4-fluoro-2',5,6'-trimethylbiphenyl-3-yl)propanoate CN(CCC=1C(=CC(N(C1)C(C(=O)N[C@@H](CC(=O)OCC)C=1C=C(C=C(C1F)C)C1=C(C=CC=C1C)C)CCC(C)C)=O)C)C